C(C=C)(=O)N1CCN([C@H]2C[C@@H]12)C=1C2=C(N(CN1)C=1C(=NC=CC1C)C(C)C)N=C(C(=C2)Cl)C2=C(C=CC=C2)F (M)-4-((1S,6R)-5-acryloyl-2,5-diazabicyclo[4.1.0]heptan-2-yl)-6-chloro-7-(2-fluorophenyl)-1-(2-isopropyl-4-methylpyridin-3-yl)pyrido[2,3-d]pyrimidin